(S)-2-Methyl-N-[(1R)-1-(3,4,5-trimethoxyphenyl)ethyl]propane-2-sulfinamide CC(C)(C)[S@](=O)N[C@H](C)C1=CC(=C(C(=C1)OC)OC)OC